C(C)OC1=NC=CC=C1C1=NC(=C(C=C1)OC1CC2(CN(C2)C(C2=C(C=CC=C2)CC(F)(F)F)=O)C1)C(=O)N[C@H]1CNCC1 2'-ethoxy-N-[(3R)-pyrrolidin-3-yl]-5-({2-[2-(2,2,2-trifluoroethyl)benzoyl]-2-azaspiro[3.3]heptan-6-yl}oxy)-[2,3'-bipyridine]-6-carboxamide